6-(4-fluoro-2-hydroxymethylphenyl)-2-(2-fluoropyridin-4-yloxymethyl)imidazo[1,2-a]pyrimidine FC1=CC(=C(C=C1)C=1C=NC=2N(C1)C=C(N2)COC2=CC(=NC=C2)F)CO